5-methyl-3-(1-propyl-1H-pyrazol-4-yl)-4-oxo-4,5-dihydro-3H-pyrrolo[2,3-c]quinoline-1-carboxylic acid CN1C(C2=C(C=3C=CC=CC13)C(=CN2C=2C=NN(C2)CCC)C(=O)O)=O